C(#N)C(C)N1N=C(C(=C1)NC=1N=CC2=C(N1)N(C(=C2)C#N)[C@@H]2COC[C@@H]2OC)OC(C)C 2-((1-(1-cyanoethyl)-3-isopropoxy-1H-pyrazol-4-yl)amino)-7-((3R,4R)-4-methoxytetrahydrofuran-3-yl)-7H-pyrrolo[2,3-d]pyrimidine-6-carbonitrile